5,6-bis(cyclohexyl-oxycarbonyl)bicyclo[2.2.1]hept-2-ene C1(CCCCC1)OC(=O)C1C2C=CC(C1C(=O)OC1CCCCC1)C2